CN1C(C(=C(C=C1C)[O-])NC(N[C@@H](CC(=O)[O-])C=1C=C(C=C(C1)C)C1=C(C=CC=C1C)C)=O)=O.[Na+].[Na+] sodium (S)-3-(3-(1,6-dimethyl-4-oxido-2-oxo-1,2-dihydropyridin-3-yl)ureido)-3-(2',5,6'-trimethyl biphenyl-3-yl)propanoate